1H-pyrrolo[2,3-d]pyrimidin-4(7H)-one O-methyl oxime CON=C1C2=C(NC=N1)NC=C2